5-(3-butoxybenzoyl)-3-(1-azabicyclo[5.4.0]undec-3-en-4-yl)-benzothiophene C(CCC)OC=1C=C(C(=O)C=2C=CC3=C(C(=CS3)C3=CCN4CCCCC4CC3)C2)C=CC1